ClC1=CC(=C(OC2=C(C=C(C=C2)N2C(NC(C2=O)(C)C)=O)C2=CN(C=3C(NC=CC32)=O)C)C=C1)F 3-(4-(4-chloro-2-fluorophenoxy)-3-(1-methyl-7-oxo-6,7-dihydro-1H-pyrrolo[2,3-c]pyridin-3-yl)phenyl)-5,5-dimethylimidazolidine-2,4-dione